3-(allyloxy)-2-((2-(2-(2-azidoethoxy)ethoxy)ethoxy)methyl)-2-methylpropan-1-ol C(C=C)OCC(CO)(C)COCCOCCOCCN=[N+]=[N-]